ClC1=CC=C(C=C1)CCC(=O)N1CCN(CC1)C1=NC=C(C=C1)O 3-(4-Chlorophenyl)-1-[4-(5-hydroxy-pyridin-2-yl)-piperazin-1-yl]-propan-1-one